C(#N)C=1C=C(C=NC1OC(F)F)NC(=O)[C@H]1C[C@@](C2=C1C=NC=1N2N=C(C1)F)(C)C1=NN(C=C1)C(F)F (6S,8R)-N-(5-cyano-6-(difluoromethoxy)pyridin-3-yl)-8-(1-(difluoromethyl)-1H-pyrazol-3-yl)-2-fluoro-8-methyl-7,8-dihydro-6H-cyclopenta[e]pyrazolo[1,5-a]pyrimidine-6-carboxamide